4-Cyclopropyl-N-((S)-(4,4-difluorocyclohexyl)(7-(((1R*,4R*)-3-oxo-2-azabicyclo[2.2.1]heptan-4-yl)methyl)imidazo[1,2-b]pyridazin-2-yl)methyl)-1,2,5-oxadiazole-3-carboxamide C1(CC1)C=1C(=NON1)C(=O)N[C@H](C=1N=C2N(N=CC(=C2)C[C@]23C(N[C@H](CC2)C3)=O)C1)C1CCC(CC1)(F)F |o1:21,24|